6alpha-Fluoro-11beta,17,21-trihydroxypregn-4-ene-3,20-dione 21-acetate CC(=O)OCC(=O)[C@]1(CC[C@@H]2[C@@]1(C[C@@H]([C@H]3[C@H]2C[C@@H](C4=CC(=O)CC[C@]34C)F)O)C)O